C(=O)(OC(C)(C)C)C1CC=2C=CC(=NC2NC1)NC1=NC=C(C(=N1)C=1C=NN(C1)C(C)C)C 6-Boc-N-(4-(1-isopropyl-1H-pyrazol-4-yl)5-methylpyrimidin-2-yl)-5,6,7,8-tetrahydronaphthyridin-2-amine